1,1,2,2-tetrafluoroethyl 1,2,2-trifluoroethyl ether FC(C(F)F)OC(C(F)F)(F)F